ClC=1C=C(C=CC1C)S(=O)(=O)NC1=NOC2=C1C(=CC=C2)Cl 3-chloro-N-(4-chlorobenzo[d]isoxazol-3-yl)-4-methylbenzenesulfonamide